C(C1=CC=CC=C1)N1N=C(C=C1C(=O)N[C@H](C(=O)NC)CC1=CC(=CC=C1)Br)C1=C(C=CC=C1)Br (S)-1-benzyl-3-(2-bromophenyl)-N-(3-(3-bromophenyl)-1-(methylamino)-1-oxopropan-2-yl)-1H-pyrazole-5-carboxamide